OC(C)(C)C1=CC=C(C=C1)C(CC=O)C 3-(4-(2-hydroxypropan-2-yl)phenyl)butanal